7-ethoxy-6-(1-ethoxyvinyl)-4-(1-methyl-3-phenyl-1H-pyrazol-4-yl)quinazoline manganese [Mn].C(C)OC1=C(C=C2C(=NC=NC2=C1)C=1C(=NN(C1)C)C1=CC=CC=C1)C(=C)OCC